CN(S(=O)(=O)C)C1=NC=CC=C1CNC1=NC(=NC=C1C(F)(F)F)NC1=CC(=CC=C1)C(=O)N1[C@@H](COCC1)C N-methyl-N-{3-[({2-[(3-{[(3R)-3-methylmorpholin-4-yl]carbonyl}phenyl)amino]-5-(trifluoromethyl)pyrimidin-4-yl}amino)methyl]pyridin-2-yl}methanesulfonamide